1-[[4-[[4-[[2-(6-methyl-2-pyridyl)pyrimidin-4-yl]amino]pyrimidin-2-yl]amino]phenyl]methyl]-N-(4-piperidyl)piperidine-3-carboxamide CC1=CC=CC(=N1)C1=NC=CC(=N1)NC1=NC(=NC=C1)NC1=CC=C(C=C1)CN1CC(CCC1)C(=O)NC1CCNCC1